(R,S)-4-((2,6-Dimethylpyridin-4-yl)((8-iodo-4-oxochroman-7-yl)oxy)methyl)benzamide CC1=NC(=CC(=C1)[C@@H](C1=CC=C(C(=O)N)C=C1)OC1=CC=C2C(CCOC2=C1I)=O)C